2-((2-(oxetan-3-yl)ethyl)amino)pyrido[2,3-d]pyrimidin O1CC(C1)CCNC=1N=CC2=C(N1)N=CC=C2